2-(azetidin-1-yl)-5-nitropyrimidine N1(CCC1)C1=NC=C(C=N1)[N+](=O)[O-]